[Na+].[Na+].S(=O)(=O)([O-])C1=C(C=CC(=C1)S(=O)(=O)[O-])C=[N+]([O-])C(C)(C)C (2,4-disulfophenyl)-N-tert-butylnitrone disodium salt